CC(C)(CCCCCC)O 2-methyloctan-2-ol